2-(4-nitrophenyl)propanenitrile [N+](=O)([O-])C1=CC=C(C=C1)C(C#N)C